C(CCCCCCCCCCCC(=O)[O-])(=O)OC methyl brassylate